4-(3,5-Dimethoxy-4-{[2-(trifluoromethyl)phenyl]methoxy}phenyl)-2H,4H,5H,6H,7H-pyrazolo[3,4-b]pyridin-6-one COC=1C=C(C=C(C1OCC1=C(C=CC=C1)C(F)(F)F)OC)C1C=2C(NC(C1)=O)=NNC2